C(C)C(CC1=CC=C(S1)C1=C2C(SC(=C2)[Sn](C)(C)C)=C(C2=C1SC(=C2)[Sn](C)(C)C)C=2SC(=CC2)CC(CCCC)CC)CCCC 4,8-bis[5-(2-ethylhexyl)thiophen-2-yl]-2,6-bis(trimethylstannyl)benzo[1,2-b:4,5-b']dithiophene